NC1=NC=CC(=C1C#CC1=CC=CC=C1)C=1C=C2C(=NNC2=CC1)N 5-(2-Amino-3-(phenylethynyl)pyridin-4-yl)-1H-indazol-3-amine